BrC1=C2C=NN(C2=C(C=C1)C(F)(F)F)C([2H])([2H])[2H] 4-bromo-1-(methyl-d3)-7-(trifluoromethyl)-1H-indazole